dineopentyl 2,3-dibenzoylsuccinate C(C1=CC=CC=C1)(=O)C(C(=O)OCC(C)(C)C)C(C(=O)OCC(C)(C)C)C(C1=CC=CC=C1)=O